FC1=C(CCN2[C@@H]([C@H]([C@@H]([C@H](C2)O)O)O)C)C(=CC(=C1)C(C)C)F (2R,3R,4R,5S)-1-(2,6-difluoro-4-isopropylphenethyl)-2-methylpiperidine-3,4,5-triol